N1C=C(CC1)NC(OC(C)(C)C)=O tert-butyl (S)-pyrrolin-3-ylcarbamate